N1(CCCC1)C(=O)[C@H]1CCCC=2N1C(N(N2)CC2=CC(=CC=C2)C(F)(F)F)=O |r| (5RS)-5-(Pyrrolidin-1-ylcarbonyl)-2-[3-(trifluoromethyl)benzyl]-5,6,7,8-tetrahydro[1,2,4]triazolo[4,3-a]pyridine-3(2H)-one